COC1=CC=C(CN[C@@H]2CN[C@@H](C2)C(F)(F)F)C=C1 (2R,3S,5S)-3-((4-methoxybenzyl)amino)-5-(trifluoromethyl)pyrrolidine